2-{butyl-[(2-thienylmethyl)carbamoyl]amino}-N,N-bis(2-thienylmethyl)ethanesulfonamide C(CCC)N(CCS(=O)(=O)N(CC=1SC=CC1)CC=1SC=CC1)C(NCC=1SC=CC1)=O